imino(2-(1-(8-methoxyquinazolin-4-yl)piperidin-4-yl)ethyl)(methyl)-λ6-sulfanone N=S(=O)(C)CCC1CCN(CC1)C1=NC=NC2=C(C=CC=C12)OC